3-Chloro-7-[(oxan-4-yl)methyl]-7H-pyrrolo[2,3-c]pyridazine ClC1=CC2=C(N=N1)N(C=C2)CC2CCOCC2